fluoroformylphenyl-(fluoroform) FC(=O)C1=C(C=CC=C1)C(F)(F)F